C(C1=CC=CC=C1)CN(CCCl)CCCl benzyl-[bis(2-chloroethyl)amino]methane